ClC1=NC=2C=C(C(NC2C=C1CC1=NC(=CC=C1C=1C(CNCC1)C)C(=O)NC)=O)CC ((2-chloro-7-ethyl-6-oxo-5,6-dihydro-1,5-naphthyridin-3-yl)methyl)-N,3'-dimethyl-1',2',3',6'-tetrahydro-[3,4'-bipyridin]-6-carboxamide